N1N=C(C=C1)CN1C(C2=CC=C(C=C2C=N1)S(=O)(=O)C1=CC2=C(OCCO2)C=C1)=O 2-((1H-pyrazol-3-yl)methyl)-6-((2,3-dihydrobenzo[b][1,4]dioxin-6-yl)sulfonyl)phthalazin-1(2H)-one